benzyl-4,4'-bipyridine C(C1=CC=CC=C1)C1=NC=CC(=C1)C1=CC=NC=C1